3-[4-[4-[2-(4-aminocyclohexyl)-2,2-difluoro-ethyl]piperazin-1-yl]phenyl]piperidine-2,6-dione NC1CCC(CC1)C(CN1CCN(CC1)C1=CC=C(C=C1)C1C(NC(CC1)=O)=O)(F)F